[(methylsulphonyl)amino]butanamide CS(=O)(=O)NC(C(=O)N)CC